5-chloro-7-cyclopropyl-3-iodo-1H-indazole ClC=1C=C2C(=NNC2=C(C1)C1CC1)I